C(#C)C1=C2C(=CC(=CC2=CC=C1F)O)C1=C(C=2N=C(N=C(C2C=N1)N1CCOCC2(CCC2)C1)OC[C@]12CCCN2C[C@@H](C1)F)F 5-ethynyl-6-fluoro-4-(8-fluoro-2-(((2R,7aS)-2-fluorotetrahydro-1H-pyrrolizin-7a(5H)-yl)methoxy)-4-(6-oxa-9-azaspiro[3.6]decan-9-yl)pyrido[4,3-d]pyrimidin-7-yl)naphthalen-2-ol